6-(4-(((benzyloxy)carbonyl)amino)piperazin-1-yl)hexanoic acid C(C1=CC=CC=C1)OC(=O)NN1CCN(CC1)CCCCCC(=O)O